COC(C1=C(C=CC=C1)C1=NC(=NC=C1C)NC=1C=NN(C1)C1CCN(CC1)C(=O)C1C(C1)(F)F)=O (2-((1-(1-(2,2-difluorocyclopropanecarbonyl)piperidin-4-yl)-1H-pyrazol-4-yl)amino)-5-methylpyrimidin-4-yl)benzoic acid methyl ester